2-[(3R,5S)-3-amino-4,4-difluoro-5-methyl-1-piperidinyl]-5-fluoro-6-[[1-methyl-2-oxo-3-[[(R)-2-oxooxazolidin-4-yl]methyl]benzimidazol-5-yl]amino]pyridine-3-carbonitrile N[C@@H]1CN(C[C@@H](C1(F)F)C)C1=NC(=C(C=C1C#N)F)NC1=CC2=C(N(C(N2C[C@H]2NC(OC2)=O)=O)C)C=C1